(4-(7-((4-(4'-chloro-5'-oxo-5'H-spiro[cyclohexane-1,7'-indolo[1,2-a]quinazolin]-9'-yl)piperidin-1-yl)methyl)-5-oxa-2-azaspiro[3.5]nonan-2-yl)-2,6-difluorophenyl)piperidine-2,6-dione ClC=1C=2C(N=C3N(C2C=CC1)C1=CC=C(C=C1C31CCCCC1)C1CCN(CC1)CC1COC3(CN(C3)C3=CC(=C(C(=C3)F)N3C(CCCC3=O)=O)F)CC1)=O